C1N(CCC2=CC=CC=C12)C[C@H](CN1CC2=CC(=CC=C2C2(C1)CC2)[N+](=O)[O-])O (R)-2'-(3-(3,4-dihydroisoquinolin-2(1H)-yl)-2-hydroxypropyl)-7'-nitro-2',3'-dihydro-1'H-spiro[cyclopropane-1,4'-isoquinolin]